FC(CN1N=CC=2C1=NC(=CN2)N2CC1(C2)CN(CC1)C1=CC(=NC=C1)C(F)(F)F)(F)F 2-[1-(2,2,2-trifluoroethyl)-1H-pyrazolo[3,4-b]pyrazin-6-yl]-6-[2-(trifluoromethyl)pyridin-4-yl]-2,6-diazaspiro[3.4]octane